C(CCCCCCC)OC(=O)C(CC(=O)OCCCCCCCC)S(=O)(=O)[O-].[Na+] sodium 1,2-bis(octyloxycarbonyl)-1-ethanesulfonate